C(C)(C)(C)OC(=O)N1CC(C2(CC1)CCCCC2)OCC(=O)OC(C)(C)C (2-(tert-butoxy)-2-oxoethoxy)-3-azaspiro[5.5]Undecane-3-carboxylic acid tert-butyl ester